rac-N-[(2-chloroquinolin-7-yl)methyl]-5,6,7,8-tetrahydroquinoxalin-5-amine ClC1=NC2=CC(=CC=C2C=C1)CN[C@H]1C=2N=CC=NC2CCC1 |r|